4-((tert-butyldimethylsilyl)oxy)-5,5,5-trifluoropentanoic acid [Si](C)(C)(C(C)(C)C)OC(CCC(=O)O)C(F)(F)F